The molecule is a nitrile that is hydrogen cyanide in which the hydrogen has been replaced by a methyl group. It has a role as a polar aprotic solvent and an EC 3.5.1.4 (amidase) inhibitor. It is an aliphatic nitrile and a volatile organic compound. CC#N